2,3-Dimethyl-N-(2-morpholinoethyl)-1H-indole-5-carboxamide CC=1NC2=CC=C(C=C2C1C)C(=O)NCCN1CCOCC1